FC(C(=O)N1CC(C1)C1=NN(C2=NC=CC(=C21)C=2C=NN(C2)C)C2=CC=C(C=C2)OC(F)(F)F)=C 2-fluoro-1-(3-(4-(1-methyl-1H-pyrazol-4-yl)-1-(4-(trifluoromethoxy)phenyl)-1H-pyrazolo[3,4-b]pyridin-3-yl)azetidin-1-yl)prop-2-en-1-one